CN1C2=C(OCC1)C(=NN=C2)N (4-methyl-2,3-dihydropyridazino[4,5-b][1,4]oxazin-8-yl)amine